1-(3-chloro-3'-(2-(4-ethylpiperazin-1-yl)pyridin-4-yl)-5'-fluoro-2'-methoxy-[1,1'-biphenyl]-4-yl)-3-methyl-1H-imidazol-2(3H)-one ClC=1C=C(C=CC1N1C(N(C=C1)C)=O)C1=C(C(=CC(=C1)F)C1=CC(=NC=C1)N1CCN(CC1)CC)OC